ClC1=C(C(=NC=C1)N)COC 4-chloro-3-(methoxymethyl)pyridin-2-amine